1-{3-[4-(3-Chloro-4-methylphenylamino)-6-morpholin-4-yl-[1,3,5]triazin-2-ylamino]-phenyl}-ethanone ClC=1C=C(C=CC1C)NC1=NC(=NC(=N1)N1CCOCC1)NC=1C=C(C=CC1)C(C)=O